5-((2-(cyclopropylmethyl)-1,2,3,4-tetrahydroisoquinolin-7-yl)(propan-2-yl-1,1-d2)amino)-1-methylpyridin-2(1H)-one C1(CC1)CN1CC2=CC(=CC=C2CC1)N(C=1C=CC(N(C1)C)=O)C(C([2H])[2H])C